CC1(NC(C2=CC=C(C=C12)C1=CNC2=NC=C(C=C21)C(=O)NC=2C=NC=C(C2)F)=O)C 3-(3,3-dimethyl-1-oxoisoindolin-5-yl)-N-(5-fluoropyridin-3-yl)-1H-pyrrolo[2,3-b]pyridine-5-carboxamide